C(C)(C)NCC1C2(C(N(C1)C1=CN=CC3=CC=CC=C13)=O)CN(C(C1=CC=CC=C12)=O)CC=1N=NN(C1)C [(isopropylamino)methyl]-1'-(4-isoquinolyl)-2-[(1-methyltriazol-4-yl)methyl]spiro[3H-isoquinoline-4,3'-pyrrolidine]-1,2'-dione